C(C)OC(=O)C1=CC(=C2C(=N1)OC(CC2)C(C(F)(F)F)O)C2=C(C=C(C=C2)F)F 5-(2,4-difluorophenyl)-2-(2,2,2-trifluoro-1-hydroxyethyl)-3,4-dihydro-2H-pyrano[2,3-b]pyridine-7-carboxylic acid ethyl ester